N-(2-hydroxyethyl)-3-methyl-4-(2-((tetrahydro-2H-pyran-2-yl)methyl)-2H-tetrazol-5-yl)benzenesulfonamide OCCNS(=O)(=O)C1=CC(=C(C=C1)C=1N=NN(N1)CC1OCCCC1)C